C(CCC(=O)[O-])(=O)OCCCCCCCCCCCCCCCCCC.[K+] potassium octadecyl succinate